6-Methoxy-1-(3-phenylpropyl)-2-(m-tolyl)-1H-benzo[d]imidazole COC=1C=CC2=C(N(C(=N2)C=2C=C(C=CC2)C)CCCC2=CC=CC=C2)C1